CC1=C(C(=NO1)C=1C=NC(=CC1)C)COC1=CC=C(N=N1)C(=O)NC1CCOCC1 6-((5-methyl-3-(6-methylpyridin-3-yl)isoxazol-4-yl)methoxy)-N-(tetrahydro-2H-pyran-4-yl)pyridazine-3-carboxamide